ethyl 6-(3-chloro-4-methylphenyl)-4-oxo-3-(pentafluoroethyl)-4,5-dihydropyrazolo-[1,5-a]pyrazine-2-carboxylate ClC=1C=C(C=CC1C)C=1NC(C=2N(C1)N=C(C2C(C(F)(F)F)(F)F)C(=O)OCC)=O